OC[C@@H]1N(C[C@@H]([C@H]([C@@H]1O)O)O)C[C@H]1CN(CC1)C=1SC=C(N1)C(F)(F)F (2S,3R,4R,5S)-2-(hydroxymethyl)-1-(((S)-1-(4-(trifluoromethyl)thiazol-2-yl)pyrrolidin-3-yl)methyl)piperidine-3,4,5-triol